CC(CCN1CC2(C1)CC(C2)NC(=O)N2[C@@H](CN(C[C@@H]2C)C2=NC=C(C=N2)C(F)(F)F)C)(C)C (2R,6S)-N-[2-(3,3-dimethylbutyl)-2-azaspiro[3.3]heptan-6-yl]-2,6-dimethyl-4-[5-(trifluoromethyl)pyrimidin-2-yl]piperazine-1-carboxamide